ClC1=CC=C(C=N1)[C@@H](CCN1CCC(CC1)O)NC(OCC1=CC=CC=C1)=O benzyl (R)-(1-(6-chloropyridin-3-yl)-3-(4-hydroxypiperidin-1-yl)propyl)carbamate